NC1=NC2=NC=C(N=C2C(=N1)N)CNC1=CC=C(C(=O)N[C@H](C(=O)O)CCCNC(C2=CC=C(C=C2)O)=O)C=C1 (S)-2-(4-(((2,4-diaminopteridin-6-yl)methyl)amino)benzamido)-5-(4-hydroxybenzamido)pentanoic acid